C(C)(=O)C1=NN(C2=CC=C(C=C12)C=1C=NC(=[N+](C1)[O-])C)CC(=O)N1[C@@H]2C[C@@]2(C[C@H]1C(NC1=NC(=CC=C1C)Br)=O)C 5-(3-acetyl-1-(2-((1R,3S,5R)-3-((6-bromo-3-methylpyridin-2-yl)carbamoyl)-5-methyl-2-azabicyclo[3.1.0]hexan-2-yl)-2-oxoethyl)-1H-indazol-5-yl)-2-methylpyrimidine 1-oxide